N1=C(C(=CC=C1)C(=O)OCC)C1=CC=NC=C1 ethyl [2,4'-bipyridine]-3-carboxylate